[Si](C1=CC=CC=C1)(C1=CC=CC=C1)(C(C)(C)C)OC(CCCCCCCCCCCCC#CCCCC)C 19-(tert-butyldiphenylsilyloxy)eicosa-5-yn